decyl-sulfophenoxybenzene C(CCCCCCCCC)C=1C(=C(C=CC1)OC1=CC=CC=C1)S(=O)(=O)O